3,5-dimethoxybenzyl N,N-dimethylcarbamat CN(C(OCC1=CC(=CC(=C1)OC)OC)=O)C